N,N-ethylenebisstearamide CCCCCCCCCCCCCCCCCC(=O)NCCNC(=O)CCCCCCCCCCCCCCCCC